2-[3,6-bis(diphenylamino)carbazol-9-ylphenyl]-4,6-diphenyl-1,3,5-triazine C1(=CC=CC=C1)N(C=1C=CC=2N(C3=CC=C(C=C3C2C1)N(C1=CC=CC=C1)C1=CC=CC=C1)C1=C(C=CC=C1)C1=NC(=NC(=N1)C1=CC=CC=C1)C1=CC=CC=C1)C1=CC=CC=C1